4-(4-{3-[(tert-butoxycarbonyl)amino]propionylamino}-1-methylpyrrole-2-amidyl)-1-methylimidazole-2-carboxylic acid ethyl ester C(C)OC(=O)C=1N(C=C(N1)NC(=O)C=1N(C=C(C1)NC(CCNC(=O)OC(C)(C)C)=O)C)C